1-[3-(4-Chloro-2-methyl-2H-pyrazol-3-yl)-4-methoxy-phenyl]-3-(3-cyano-phenyl)-urea ClC1=C(N(N=C1)C)C=1C=C(C=CC1OC)NC(=O)NC1=CC(=CC=C1)C#N